OCC1CC(CO1)O 5-hydroxymethyl-tetrahydrofuran-3-ol